diamyl sulfoxide C(CCCC)S(=O)CCCCC